4,5,6,7-tetrahydrooxazolo[5,4-c]pyridine-2-carboxamide N1=C(OC=2CNCCC21)C(=O)N